CC=1C=C(C=CC1OC1=CC2=C(N(N=N2)C)C=C1)NC1=NC=NC2=C1N=C(N=C2)N2CCN([C@@H]1CC[C@@H]21)C(C=C)=O 1-((1R,6R)-5-(8-((3-methyl-4-((1-methyl-1H-benzo[d][1,2,3]triazol-5-yl)oxy)phenyl)amino)pyrimido[5,4-d]pyrimidin-2-yl)-2,5-diazabicyclo[4.2.0]octan-2-yl)prop-2-en-1-one